C(C)C1=NC=C2N1C1=C(C(=N[C@H]2C)C2=C(C=CC=C2)Cl)C=C(C=C1)C#C ethyl-(S)-6-(2-chlorophenyl)-8-ethynyl-4-methyl-4H-benzo[f]imidazo[1,5-a][1,4]diazepine